O=C1NC(CCC1N1C(C2=CC=CC(=C2C1=O)SCCCCCCC(=O)N1CCN(CC1)C1=NC=C(C(=O)N2CCC(CC2)CCCCNC(\C=C\C=2C=NC=CC2)=O)C=C1)=O)=O (E)-N-(4-(1-(6-(4-(7-((2-(2,6-dioxopiperidin-3-yl)-1,3-dioxoisoindolin-4-yl)thio)heptanoyl)piperazin-1-yl)nicotinoyl)piperidin-4-yl)butyl)-3-(pyridin-3-yl)acrylamide